Pyridine-HCl salt Cl.N1=CC=CC=C1